6-(1-((2R,3S)-3,4-dihydroxybutan-2-yl)-5-methyl-1H-pyrazol-4-yl)-4-((3-fluoropyridin-2-yl)thio)pyrazolo[1,5-a]pyridine-3-carbonitrile O[C@@H]([C@@H](C)N1N=CC(=C1C)C=1C=C(C=2N(C1)N=CC2C#N)SC2=NC=CC=C2F)CO